CN1C(=NC=C1)CCC1=C(OC=C1)C=NO (2-(1-methyl-1H-imidazolyl)ethyl)furan-2-carbaldehyde Oxime